CC1CC2=C(NC3=CC=CC=C23)C(N1)C1=CC=C(C=C1)OC1CN(C1)CCC 3-methyl-1-(4-((1-propylazetidin-3-yl)Oxy)phenyl)-2,3,4,9-tetrahydro-1H-pyrido[3,4-b]Indole